CN1C(=NN=C1SC=1C=NC=CC1)C1=C(C=C(C=C1)NC(=O)C1CC1)N1CCCC1 N-[4-(4-methyl-5-pyridin-3-ylsulfanyl-1,2,4-triazol-3-yl)-3-pyrrolidin-1-ylphenyl]cyclopropanecarboxamide